FC=1C=CC=C2C3=C(C=CC(C[C@]4(C[C@H](CC4)NS(=O)(=O)C)C=4SC=C(COC12)N4)=C3)F N-[(1'S,14R)-6,19-difluorospiro[8-oxa-12-thia-21-azatetracyclo[14.3.1.110,13.02,7]henicosa-1(19),2,4,6,10,13(21),16(20),17-octaene-14,3'-cyclopentane]-1'-yl]methanesulfonamide